O1C(=CC=C1)C=1OC=CC1 furanyl-(furan)